C1(CC1)C1=NN(C=C1C1=NC2=CC=CC=C2N=C1)C1CN(C1)CCC=1C=C2C(N(C(C2=CC1)=O)C1C(NC(CC1)=O)=O)=O 5-(2-(3-(3-Cyclopropyl-4-(quinoxalin-2-yl)-1H-pyrazol-1-yl)azetidin-1-yl)ethyl)-2-(2,6-dioxopiperidin-3-yl)isoindoline-1,3-dione